2-(4-methyltriazol-1-yl)acetic acid CC=1N=NN(C1)CC(=O)O